8-(3-cyanophenyl)-6-fluoro-3,4-dihydrobenzo[e][1,2,3]oxathiazine 2,2-dioxide C(#N)C=1C=C(C=CC1)C1=CC(=CC=2CNS(OC21)(=O)=O)F